1-[3-((isopropylamino)methyl)benzyl]-3-bromo-4-[(2,4-difluorobenzyl)oxy]-6-methylpyridin-2(1H)-one C(C)(C)NCC=1C=C(CN2C(C(=C(C=C2C)OCC2=C(C=C(C=C2)F)F)Br)=O)C=CC1